2-isopropyl-3'-methyl-1',3'-dihydro-2'H-[1,5'-bi-benzo[d]imidazol]-2'-one C(C)(C)C1=NC2=C(N1C1=CC3=C(NC(N3C)=O)C=C1)C=CC=C2